OC(CC(=O)OC(CC(=O)N[C@@H](CCCN)C(=O)O)CCCCCCCCCCCCCCC)CCCCCCCCCCCCCCC N-(3-(3-hydroxyoctadecanoyloxy)-octadecanoyl)ornithine